(Z)-7-methoxy-1,2-dimethyl-N-((R)-1-(2-methyl-3-(trifluoromethyl)phenyl)ethyl)-6-(((S)-tetrahydrofuran-3-yl)oxy)quinazolin-4(1H)-imine COC1=C(C=C2/C(/N=C(N(C2=C1)C)C)=N/[C@H](C)C1=C(C(=CC=C1)C(F)(F)F)C)O[C@@H]1COCC1